N-(5-(4-methoxypyridin-2-yl)-1,3,4-thiadiazol-2-yl)-1-ethyl-4-hydroxy-2-quinolone-3-carboxamide COC1=CC(=NC=C1)C1=NN=C(S1)NC(=O)C=1C(N(C2=CC=CC=C2C1O)CC)=O